C12CCCC(CCC1)B2 9-borabicyclo(3.3.1)-nonane